COC(CN1C(N(C2=NC(=NC=C12)N)[C@@H]1O[C@@H]([C@H]([C@H]1O)F)CO)=O)=O Methyl-2-(2-amino-9-((2R,3S,4S,5R)-4-fluoro-3-hydroxy-5-(hydroxymethyl)tetrahydrofuran-2-yl)-8-oxo-8,9-dihydro-7H-purin-7-yl)acetat